2,2-difluoro-2-(triphenylphosphaniumyl)acetate FC(C(=O)[O-])([P+](C1=CC=CC=C1)(C1=CC=CC=C1)C1=CC=CC=C1)F